C1[C@@H]2C=C[C@H]1[C@@H]([C@@H]2C(=O)O)N.Cl exo-cis-3-Aminobicyclo[2.2.1]hept-5-ene-2-carboxylic acid hydrochloride